7-chloro-8-ethyl-10-(2-hydroxyethyl)benzo[g]pteridine-2,4(3H,10H)-dione ClC=1C(=CC2=C(N=C3C(NC(N=C3N2CCO)=O)=O)C1)CC